OCCOC1=CC=C(C(=O)O)C=C1 4-(β-hydroxy)ethoxybenzoic acid